N-(1-(4-(1-(trans-3-fluorocyclobutyl)-6-oxo-1,6-dihydropyrimidin-5-yl)phenyl)cyclopropyl)-1-isopropyl-1H-pyrazolo[3,4-d]pyrimidine-6-carboxamide F[C@@H]1C[C@H](C1)N1C=NC=C(C1=O)C1=CC=C(C=C1)C1(CC1)NC(=O)C1=NC=C2C(=N1)N(N=C2)C(C)C